[Cl-].C1C[NH2+]C2C3CCCC4C13C1=C(O4)C=CC=C1C2 2,3,4,4a,5,6,7,7a-octahydro-1H-4,12-methanobenzofuro[3,2-e]isoquinolin-3-ium chloride